(3aR,5R,6aS)-octahydrocyclopenta[C]pyrrol-5-ol C1NC[C@H]2[C@@H]1CC(C2)O